2-(tetrazolo[1,5-b]pyridazine-6-carboxamido)benzoate N=1N=NN2N=C(C=CC21)C(=O)NC2=C(C(=O)[O-])C=CC=C2